Octamethylene Itaconate C1(C(=C)CC(=O)OCCCCCCCCO1)=O